C(C)(C)(C)[Si](C)(C)OC1=CC(=C(C=C1)OC1=C(C=C(C=C1)F)F)B1OC(CO1)(C)C tert-butyl((4-(2,4-difluorophenoxy)-3-(5,5-dimethyl-1,3,2-dioxaborolan-2-yl)phenyl)oxy)dimethylsilane